N-(3-(5-chlorobenzo[d]thiazol-2-yl)bicyclo[1.1.1]pentan-1-yl)-5-(methylsulfonyl)furan-2-carboxamide ClC=1C=CC2=C(N=C(S2)C23CC(C2)(C3)NC(=O)C=3OC(=CC3)S(=O)(=O)C)C1